1'-(6-amino-5-((2-amino-3-chloropyridin-4-yl)thio)-3-fluoropyrazin-2-yl)-1,3-dihydrospiro[indene-2,4'-piperidin]-1-amine oxalate C(C(=O)O)(=O)O.NC1=C(N=C(C(=N1)N1CCC2(CC1)C(C1=CC=CC=C1C2)N)F)SC2=C(C(=NC=C2)N)Cl